ClC(=C(C(C(F)(F)F)Cl)Cl)Cl 1,1,2,3-tetrachloro-4,4,4-trifluorobut-1-ene